4-[(5-Chloro-2-pyrimidinyl)oxy]-3-(3,3,3-trifluoropropyl)-1(3H)-isobenzofuranone ClC=1C=NC(=NC1)OC1=C2C(OC(C2=CC=C1)=O)CCC(F)(F)F